C(C1=CC=CC=C1)(=O)ON=C(C(=O)C=1C=CSC1)CCCCCC N-benzoyloxy-1-(4-thiophenyl)octan-1-one-2-imine